BrC=1OC=C(N1)C[C@@H](C(=O)O)NC(=O)OC(C)(C)C (2S)-3-(2-bromo-1,3-oxazol-4-yl)-2-[(tert-butoxycarbonyl)amino]propanoic acid